(R)-2-oxo-2-phenylethyl-2-(5-(3-methylureido)-2',4'-dioxo-2,3-dihydrospiro[indene-1,5'-oxazolidine]-3'-yl)acetic acid ethyl ester C(C)OC([C@H](N1C(OC2(C1=O)CCC1=CC(=CC=C12)NC(=O)NC)=O)CC(C1=CC=CC=C1)=O)=O